ClCCCCCCCCCCCCCCCCCCOC(CCCCCCCCCCC(CCCCCC)O)=O chlorostearyl-12-hydroxystearate